(R)-N-((5-fluoro-6-(trifluoromethyl)pyridin-2-yl)methylene)-2-methylpropane-2-sulfinamide FC=1C=CC(=NC1C(F)(F)F)C=N[S@](=O)C(C)(C)C